4-(2-Tosyl-2,7-diazaspiro[3.5]nonan-7-yl)quinolin-2(1H)-one S(=O)(=O)(C1=CC=C(C)C=C1)N1CC2(C1)CCN(CC2)C2=CC(NC1=CC=CC=C21)=O